4-cyano-N-[2-(4,4-dimethylcyclohexen-1-yl)-6-[2,2,6,6-tetrakis(trideuteriomethyl)tetrahydropyran-4-yl]-3-pyridyl]-1-(2-trimethylsilylethoxymethyl)imidazole-2-carboxamide C(#N)C=1N=C(N(C1)COCC[Si](C)(C)C)C(=O)NC=1C(=NC(=CC1)C1CC(OC(C1)(C([2H])([2H])[2H])C([2H])([2H])[2H])(C([2H])([2H])[2H])C([2H])([2H])[2H])C1=CCC(CC1)(C)C